ClC=1C=CC(=C(C1)N1C(C(N(CC1)[C@H](C(=O)NC=1C=C2C=C(N(C2=CC1)C(=O)OC(C)(C)C)C(=O)OC(C)(C)C)CC1=CC=C(C=C1)NC(=O)N1CCC(CC1)O)=O)=O)N1N=NN=C1 Di-tert-butyl (S)-5-(2-(4-(5-chloro-2-(1H-tetrazol-1-yl) phenyl)-2,3-dioxopiperazin-1-yl)-3-(4-(4-hydroxypiperidine-1-carboxamido) phenyl) propionylamino)-1H-indole-1,2-dicarboxylate